COC(=O)C=1C(=CC=2N(C1)C=C(N2)C2CC2)OCC2=CC=CC=C2 7-(benzyloxy)-2-cyclopropylimidazo[1,2-a]pyridine-6-carboxylic acid methyl ester